C1=NC(=CC2=CC=CC=C12)C(=O)N ISOCHINOLIN-3-YL-CARBOXAMIDE